FC(CN1C(=NC2=C1C=C(C=C2)C2=CNC=1N=C(N=C(C12)OC)NC1CC(C1)(C)C(=O)N1CCCC1)C)F ((1r,3r)-3-((5-(1-(2,2-difluoroethyl)-2-methyl-1H-benzo[d]imidazol-6-yl)-4-methoxy-7H-pyrrolo[2,3-d]pyrimidin-2-yl)amino)-1-methylcyclobutyl)(pyrrolidin-1-yl)methanone